ClC=1C=C(C=2N(N1)C(=NN2)C(C)C)N 6-chloro-3-isopropyl-[1,2,4]triazolo[4,3-b]pyridazin-8-amine